CC=1SC(=C(N1)C)C1=C(C=CC=C1)C=1N=C2N(C=CC(=C2)C(=O)O)C1C 2-(2-(2,4-dimethylthiazol-5-yl)phenyl)-3-methylimidazo[1,2-a]pyridine-7-carboxylic acid